2-(4-((2-(3-amino-3-methylazetidin-1-yl)-5-chloropyridin-4-yl)oxy)-3-fluorophenyl)-4-(2,6-difluorobenzyl)-2,4-dihydro-3H-1,2,4-triazol-3-one NC1(CN(C1)C1=NC=C(C(=C1)OC1=C(C=C(C=C1)N1N=CN(C1=O)CC1=C(C=CC=C1F)F)F)Cl)C